O=C1NC(CCC1N1CC2=NC(=CC=C2C1=O)N1CCCCC1)=O 1-(6-(2,6-dioxopiperidin-3-yl)-5-oxo-6,7-dihydro-5H-pyrrolo[3,4-b]pyridin-2-yl)piperidin